(4-chloro-2-nitrophenyl)-6-(2,6-dichloro-3,5-dimethoxyphenyl)-4,5,6,7-tetrahydro-1H-indazole ClC1=CC(=C(C=C1)N1N=CC=2CCC(CC12)C1=C(C(=CC(=C1Cl)OC)OC)Cl)[N+](=O)[O-]